ethyl 3-((6-bromoisoquinolin-5-yl)amino)cyclobutane-1-carboxylate BrC=1C(=C2C=CN=CC2=CC1)NC1CC(C1)C(=O)OCC